2-(4-(3,3-Difluorocyclopentyl)phenyl)-4,4,5,5-tetramethyl-1,3,2-dioxaborolane FC1(CC(CC1)C1=CC=C(C=C1)B1OC(C(O1)(C)C)(C)C)F